4-amino-N-((6-ethoxy-3-pyridazinyl)methyl)-N-ethyl-7-fluoro-1,3-dihydrofuro[3,4-c]quinoline-8-carboxamide NC1=NC=2C=C(C(=CC2C2=C1COC2)C(=O)N(CC)CC=2N=NC(=CC2)OCC)F